ClC1=NN(C(=C1)C)CC1=CC(C(=C(N1CC)C1=CC(=C(C=C1)Cl)Cl)C(=O)O)=O 6-[(3-chloro-5-methyl-pyrazol-1-yl)methyl]-2-(3,4-dichlorophenyl)-1-ethyl-4-oxo-pyridine-3-carboxylic acid